2-(2-(4-acetylpiperazin-1-yl)-2-oxoethyl)-6-hydroxy-1-methyl-3-oxo-3,8,9,10-tetrahydropyrano[3,2-f]chromen-5-carbaldehyde C(C)(=O)N1CCN(CC1)C(CC1=C(C=2C=3CCCOC3C(=C(C2OC1=O)C=O)O)C)=O